C1(CC1)C#C[C@@]1(NC(NC2=CC(=C(C=C12)F)CN1N=C(C2=CC=CC=C12)C)=O)C(C)(F)F (S)-4-(cyclopropylethynyl)-4-(1,1-difluoroethyl)-6-fluoro-7-((3-methyl-1H-indazol-1-yl)methyl)-3,4-dihydroquinazolin-2(1H)-one